3-(2-azabicyclo[2.2.1]heptan-2-yl)-4-((pyrrolidin-1-ylsulfonyl)carbamoyl)benzoic acid C12N(CC(CC1)C2)C=2C=C(C(=O)O)C=CC2C(NS(=O)(=O)N2CCCC2)=O